(S)-5,6-dichloro-1'-(5-(hydroxymethyl)-1H-pyrazole-3-carbonyl)spiro[indoline-3,3'-pyrrolidin]-2-one ClC=1C=C2C(=CC1Cl)NC([C@]21CN(CC1)C(=O)C1=NNC(=C1)CO)=O